5-(4-(di-p-toluylamino)phenyl)thiophene-2-carbaldehyde C1(=CC=C(C=C1)N(C1=CC=C(C=C1)C1=CC=C(S1)C=O)C1=CC=C(C=C1)C)C